tert-Butyl 7-[8-(tert-butoxycarbonylamino)-7-fluoro-3-[[(1S,3R)-3-hydroxycyclopentoxy]carbonylamino]-6-isoquinolyl]-8-methyl-2,3-dihydropyrido[2,3-b][1,4]oxazine-1-carboxylate C(C)(C)(C)OC(=O)NC=1C(=C(C=C2C=C(N=CC12)NC(=O)O[C@@H]1C[C@@H](CC1)O)C1=C(C2=C(OCCN2C(=O)OC(C)(C)C)N=C1)C)F